(1R,4aS,7S,7aR)-4,7-dimethyl-1,4a,5,6,7,7a-hexahydrocyclopenta[c]pyran-1-ol CC=1[C@@H]2[C@H]([C@@H](OC1)O)[C@H](CC2)C